ClC1=C(COC=2C=C3CCC(C3=CC2)N2C[C@H]3C([C@H]3C2)C(=O)OCC)C(=CC=C1)Cl ethyl (1r,5s,6r)-3-(5-((2,6-dichlorobenzyl) oxy)-2,3-dihydro-1H-inden-1-yl)-3-azabicyclo[3.1.0]hexane-6-carboxylate